bis(4-(n-octyl-n-hexadecylamino)phenyl)methane C(CCCCCCC)N(C1=CC=C(C=C1)CC1=CC=C(C=C1)N(CCCCCCCC)CCCCCCCCCCCCCCCC)CCCCCCCCCCCCCCCC